NCC[SiH](C(OC)OC)CCCN (2-aminoethyl)-3-aminopropyldimethoxymethylsilane